(4-Fluoro-2-((R)-3-methylpyrrolidin-1-yl)phenyl)(1H-imidazol-2-yl)methanol FC1=CC(=C(C=C1)C(O)C=1NC=CN1)N1C[C@@H](CC1)C